racemic-5-((1S,2S)-2-(6-chloroimidazo[1,2-b]pyridazin-8-yl)cyclopropyl)-3-(trifluoromethyl)benzo[d]isoxazole ClC=1C=C(C=2N(N1)C=CN2)[C@@H]2[C@H](C2)C=2C=CC1=C(C(=NO1)C(F)(F)F)C2 |r|